ClC(C(=O)OCC1=CC=CC=C1)C(=O)C1=CC=C(C=C1)OC benzyl 2-chloro-3-(4-methoxyphenyl)-3-oxopropionate